bis(3-mercaptopropyl) disulfide SCCCSSCCCS